3-(3H-[1,2,3]Triazolo[4,5-b]pyridin-5-yl)-N-(4-((benzyloxy)methyl)phenyl)-4-methoxybenzamide N1=NNC2=NC(=CC=C21)C=2C=C(C(=O)NC1=CC=C(C=C1)COCC1=CC=CC=C1)C=CC2OC